O=C(C(=O)O)CCCCN 2-keto-6-aminocaproic acid